tert-Butyl 4-(oxetan-3-ylamino)piperidine-1-carboxylate O1CC(C1)NC1CCN(CC1)C(=O)OC(C)(C)C